DIGALLIUM TRIOXIDE [O-2].[O-2].[O-2].[Ga+3].[Ga+3]